O=C1NC(CCC1N1C(C2=CC=CC(=C2C1=O)NC1CCN(CC1)CCCCCC(=O)O)=O)=O 6-[4-[[2-(2,6-dioxo-3-piperidyl)-1,3-dioxo-isoindolin-4-yl]amino]-1-piperidyl]hexanoic acid